1,1-trichloroacetone CC(=O)C(Cl)(Cl)Cl